COCCN(CCC(C(=O)O)NC1=NC(=NC2=CC=CC=C12)C)CCCCC1=NC=2NCCCC2C=C1 4-((2-methoxyethyl)(4-(5,6,7,8-tetrahydro-1,8-naphthyridin-2-yl)butyl)amino)-2-((2-methylquinazolin-4-yl)amino)butanoic acid